oleylerucate C(CCCCCCC\C=C/CCCCCCCC)OC(CCCCCCCCCCC\C=C/CCCCCCCC)=O